O=C1OC2=C(C3=C1C=CC=C3)C=CC(=C2)OCC(=O)NCCC2=NC=CC=C2 2-((6-Oxo-6H-benzo[c]benzopyran-3-yl)oxy)-N-(2-(pyridin-2-yl)ethyl)acetamide